COC1=CC2=C(C=3CCOC31)C=C(S2)C(C)=O 1-(4-methoxy-1,2-dihydrothieno[3,2-e]benzofuran-7-yl)ethan-1-one